2-(2-bromo-2,2-difluoroacetoxy)-ethyl adamantane-1-carboxylate C12(CC3CC(CC(C1)C3)C2)C(=O)OCCOC(C(F)(F)Br)=O